C(#C)C1=CC=C(C=C1)C1CC(CN(C1)CC1=CC=C(C=C1)C1(N=N1)C(F)(F)F)CC(=O)O Anti-2-(5-(4-ethynylphenyl)-1-(4-(3-(trifluoromethyl)-3H-diazirin-3-yl)benzyl)piperidin-3-yl)acetic acid